4-(2-(((1R)-(2,3-dihydro-1H-pyrido[2,3-b][1,4]thiazin-3-yl)(phenyl)methyl)amino)ethyl)benzonitrile N1C2=C(SC(C1)[C@@H](C1=CC=CC=C1)NCCC1=CC=C(C#N)C=C1)N=CC=C2